C(C)(C)(C)C=1C=C2CCN(C(C2=C(C1)[C@H]1N(CCOC1)C(=O)[O-])Cl)S(=O)(=O)C (R)-3-(6-tert-butyl chloro-2-(methylsulfonyl)-1,2,3,4-tetrahydroisoquinolin-8-yl)morpholine-4-carboxylate